2-(4-carboxyphenyl)-1,1,1,3,3,3-hexafluoropropan C(=O)(O)C1=CC=C(C=C1)C(C(F)(F)F)C(F)(F)F